NC1=NC2=C(N1C1CCC1)C=C(C=C2)C(=O)OCC Ethyl 2-amino-1-cyclobutyl-1H-benzo[d]imidazole-6-carboxylate